Methyl 5-bromo-2-(bromomethyl)-3-chlorobenzoate BrC=1C=C(C(=C(C(=O)OC)C1)CBr)Cl